N-((S)-3-(4-((3,5-dichloro-4-((S)-3-chloro-2-hydroxypropoxy)phenyl)sulfonyl)phenoxy)-2-hydroxypropyl)methanesulfonamide ClC=1C=C(C=C(C1OC[C@@H](CCl)O)Cl)S(=O)(=O)C1=CC=C(OC[C@H](CNS(=O)(=O)C)O)C=C1